ClC1=CC2=C(C=N1)CNC2 6-chloro-2,3-dihydro-1H-pyrrolo[3,4-c]pyridine